3-methyl-5-(2,6,6-trimethylcyclohex-1-en-1-yl)penta-2,4-dienal CC(=CC=O)C=CC1=C(CCCC1(C)C)C